C(C1=CC=CC=C1)N1C([C@]2(OC[C@@](O2)(C2=CC=CC=C2)C(C(=O)[O-])=C)C2=CC=CC=C12)=O 2-((3S,4'R)-1-benzyl-2-oxo-4'-phenylspiro[indoline-3,2'-[1,3]dioxolan]-4'-yl)acrylate